C(C)OC(=O)C=1N=CN(C1)C1CCCC=2C1=CC(=C1C=C(N=CC21)C2CC2)S(NCC(C)(C)F)(=O)=O 1-[3-cyclopropyl-5-[(2-fluoro-2-methylpropyl)sulfamoyl]-7,8,9,10-tetrahydrobenzo[h]isoquinolin-7-yl]imidazole-4-carboxylic acid ethyl ester